5-CHLORO-6-FLUOROINDOLE-3-CARBOXALDEHYDE ClC=1C=C2C(=CNC2=CC1F)C=O